N-(2-octanesulfonyl)phthalimide CC(CCCCCC)S(=O)(=O)N1C(C=2C(C1=O)=CC=CC2)=O